(2-Fluorobenzyl)-N,4-dimethyl-N-(2-morpholinoethyl)aniline FC1=C(CC2=C(N(CCN3CCOCC3)C)C=CC(=C2)C)C=CC=C1